2-((1-(3,6-Dimethyl-2-(2-methyl-2H-indazol-5-yl)-4-oxo-4H-chromen-8-yl)ethyl)amino)benzenesulfonamide CC1=C(OC2=C(C=C(C=C2C1=O)C)C(C)NC1=C(C=CC=C1)S(=O)(=O)N)C1=CC2=CN(N=C2C=C1)C